2-phenyl-1,2-pentanediamine C1(=CC=CC=C1)C(CN)(CCC)N